C(C)(=O)N1C[C@H](N(CC1)C(=O)OC(C)(C)C)C1=CC(=CC(=C1)C1=NC=CC=N1)Cl tert-butyl (R)-4-acetyl-2-(3-chloro-5-(pyrimidin-2-yl)phenyl)piperazine-1-carboxylate